2-(3-(2-(2-aminoethoxy)ethoxy)propan-amido)-N-(4-ethyl-5-methylthiazol-2-yl)benzamide NCCOCCOCCC(=O)NC1=C(C(=O)NC=2SC(=C(N2)CC)C)C=CC=C1